C(C(=C)C)(=O)OC(CCCCCCCCCCC)OC(C(=C)C)=O dodecanediol di(methacrylate)